2-{[3-(2-chlorophenyl)-2-(2,4-difluorophenyl)oxetan-2-yl]methyl}-2,4-dihydro-3H-1,2,4-triazol-3-thione ClC1=C(C=CC=C1)C1C(OC1)(C1=C(C=C(C=C1)F)F)CN1N=CNC1=S